NC1=CC=C(C(=N1)C=O)C1=CC=CC=C1 6-AMINO-3-PHENYLPICOLINALDEHYDE